C(C)(C)(C)[C@H]1C2=C(C=NC1C)SC(=C2C#N)N (S)-tert-butyl-2-amino-3-cyano-5-methyl-4,5-dihydrothieno[2,3-c]pyridine